ClC1=CC2=CN(N=C2C(=C1)C1=C2C(=NC=C1)C=C(S2)CN2C(C1C(C1C2=O)(C)C)=O)CC2(CCNCC2)F 3-((7-(5-chloro-2-((4-fluoropiperidin-4-yl)methyl)-2H-indazol-7-yl)thieno[3,2-b]pyridin-2-yl)methyl)-6,6-dimethyl-3-azabicyclo[3.1.0]hexane-2,4-dione